3-(3-((tert-butyldimethylsilyl)oxy)azetidin-1-yl)-2-fluoro-7-methylbenzo[4,5]imidazo[1,2-a]pyridine [Si](C)(C)(C(C)(C)C)OC1CN(C1)C1=CC=2N(C=C1F)C1=C(N2)C=C(C=C1)C